NC1=CC2=C(N(C(CO2)=O)CC2=CC(=CC=C2)C)C=C1 7-amino-4-[(3-methylphenyl)methyl]-2H-1,4-benzoxazin-3-one